4-methylamino-butanoic acid CNCCCC(=O)O